3-(5-bromo-1H-pyrazolo[3,4-b]pyridin-3-yl)aniline BrC=1C=C2C(=NC1)NN=C2C=2C=C(N)C=CC2